3-((5-bromopyridine-2-yl)oxy)propyl piperazine-1-carboxylate N1(CCNCC1)C(=O)OCCCOC1=NC=C(C=C1)Br